C1(CC1)N1N=CC=C1C(=O)N[C@H]1C[C@H](CCC1)NC1=CC(=NC2=CC=C(C=C12)F)C(F)(F)F 1-cyclopropyl-N-[(1r,3s)-3-{[6-fluoro-2-(trifluoromethyl)quinolin-4-yl]amino}cyclohexyl]-1H-pyrazole-5-carboxamide